3-difluoromethyl-N-methoxy-1-methyl-N-[(1S)-1-methyl-2-(2,4,6-trichlorophenyl)ethyl]pyrazole-4-carboxamide tert-butyl-3,3-difluoro-5-(6-methoxypyridin-3-yl)piperidine-1-carboxylate C(C)(C)(C)OC(=O)N1CC(CC(C1)C=1C=NC(=CC1)OC)(F)F.FC(C1=NN(C=C1C(=O)N([C@H](CC1=C(C=C(C=C1Cl)Cl)Cl)C)OC)C)F